FC=1C(=CC=C2C(=NC(=NC12)OC[C@]12CCCN2C[C@@H](C1)F)N1C[C@@]2(CCO2)CCC1)B(O)O (8-Fluoro-2-(((2R,7aS)-2-fluorotetrahydro-1H-pyrrolizin-7a(5H)-yl)methoxy)-4-((S)-1-oxa-6-azaspiro[3.5]nonan-6-yl)quinazolin-7-yl)boronic acid